CC1=C(C=CC(=C1)C)NC(=O)C1=C(C(=C(S1)NC(OC(C)(C)C)=O)C(N(C)OC)=O)C tert-butyl {5-[(2,4-dimethylphenyl)carbamoyl]-3-[methoxy(methyl)-carbamoyl]-4-methylthiophen-2-yl}carbamate